4-((5-(4-(1H-imidazol-1-yl)phenyl)-1H-pyrazol-3-yl)amino)-3-chlorophenol N1(C=NC=C1)C1=CC=C(C=C1)C1=CC(=NN1)NC1=C(C=C(C=C1)O)Cl